COC1=NC=CC(=C1N1CCC(CC1)N1C(N(C=2C([C@H]1C)=CN(N2)C)CC2=C(C=CC=C2)C(F)(F)F)=O)C (R)-5-(2'-Methoxy-4'-methyl-3,4,5,6-tetrahydro-2H-[1,3']bipyridinyl-4-yl)-2,4-dimethyl-7-(2-trifluoromethyl-benzyl)-2,4,5,7-tetrahydro-pyrazolo[3,4-d]pyrimidin-6-on